(4-nitrophenyl)-2-azaspiro[3.3]heptane [N+](=O)([O-])C1=CC=C(C=C1)C1NCC12CCC2